3-(7-chloro-3-isobutyl-2-methyl-1,1-dioxido-5-phenyl-2,3,4,5-tetrahydrobenzo[f][1,2,5]thiadiazepin-8-yl)benzenesulfonic acid ClC=1C(=CC2=C(N(CC(N(S2(=O)=O)C)CC(C)C)C2=CC=CC=C2)C1)C=1C=C(C=CC1)S(=O)(=O)O